ClC1=C(C=CC=C1)N1C(N=C(C2=C1N=C(C=C2)C(F)(F)F)OCC(F)(F)F)=O 1-(2-chlorophenyl)-4-(2,2,2-trifluoroethoxy)-7-(trifluoromethyl)pyrido[2,3-d]pyrimidin-2(1H)-one